The molecule is an organic anion that is the conjugate base of dolutegravir, obtained by deptotonation of the 7-hydroxy group. It is a conjugate base of a dolutegravir. C[C@@H]1CCO[C@@H]2N1C(=O)C3=C(C(=O)C(=CN3C2)C(=O)NCC4=C(C=C(C=C4)F)F)[O-]